tert-butyl (2R,5R)-5-(hydroxymethyl)-2-methyl-4-(4-methyl-5-oxo-2-(tetrahydro-2H-pyran-2-yl)-4,5-dihydro-2H-pyrazolo[4,3-b]pyridin-7-yl)piperazine-1-carboxylate OC[C@@H]1N(C[C@H](N(C1)C(=O)OC(C)(C)C)C)C=1C=2C(N(C(C1)=O)C)=CN(N2)C2OCCCC2